ClC(OC1=CC=C(C=C1)NC(C1=CN=C(C(=C1)C1=CC=NN1)N1C[C@@H](CC1)O)=O)(F)F (R)-N-(4-(chlorodifluoromethoxy)phenyl)-6-(3-hydroxypyrrolidin-1-yl)-5-(1H-pyrazol-5-yl)nicotinamide